CC(CC(C)O)(C)OOC(CCCCCC(C)(C)C)=O peroxyneodecanoic acid 1,1-dimethyl-3-hydroxybutyl ester